N(=[N+]=[N-])C1(C(NC2=CC=CC=C12)=O)CC1=CC=C(C=C1)Br 3-azido-3-(4-bromobenzyl)indolin-2-one